tripropylphosphonium dibromide [Br-].[Br-].C(CC)[PH+](CCC)CCC.C(CC)[PH+](CCC)CCC